N-((3R)-7-(3,8-diazabicyclo[3.2.1]octan-3-yl)chroman-3-yl)-2',3'-dihydro-1'H-spiro[cyclopropane-1,4'-[1,8]naphthyridine]-6'-carboxamide C12CN(CC(CC1)N2)C2=CC=C1C[C@H](COC1=C2)NC(=O)C=2C=C1C3(CCNC1=NC2)CC3